1,2,4-oxadiazole-5-carboxamide, hydrochloride Cl.O1N=CN=C1C(=O)N